C(C)OC(C[C@@H](CCCOC1=C(C=CC=C1)CN1C(=NC=C1C)C1=CC=C(C=C1)C)C)=O.BrC=1C=C(C=CC1)CCC(=O)C=1N(C=CC1)CCCC 3-(3-bromophenyl)-1-(N-butyl-pyrrol-2-yl)propan-1-one ethyl-(R)-3-methyl-6-(2-((5-methyl-2-(p-tolyl)-1H-imidazol-1-yl)methyl)phenoxy)hexanoate